COC(C1CC2(C1)CCN(CC2)C2=C(C(=C(C=C2)C2C=1C=CC(=CC1CCC2C2=CC=CC=C2)O)OC)F)OC 5-(4-(2-(dimethoxymethyl)-7-azaspiro[3.5]nonan-7-yl)-3-fluoro-2-methoxyphenyl)-6-phenyl-5,6,7,8-tetrahydronaphthalen-2-ol